[Si](C)(C)(C(C)(C)C)OC1CN(CC(C1(C)C)=O)C(=O)OC(C)(C)C tert-butyl 3-((tert-butyldimethylsilyl)oxy)-4,4-dimethyl-5-oxopiperidine-1-carboxylate